2-(3-chlorophenyl)-2-ethyl-1-phenylbutyl (4-methyl-1-oxo-1-((1-oxo-3-(2-oxopyrrolidin-3-yl)propan-2-yl)amino)pentan-2-yl)carbamate CC(CC(C(NC(C=O)CC1C(NCC1)=O)=O)NC(OC(C(CC)(CC)C1=CC(=CC=C1)Cl)C1=CC=CC=C1)=O)C